[S-2].[Zn+2].[In+3] Indium zinc sulphide